C1(C#CCCCCC1)OCCN 2-(cyclooct-2-yn-1-yloxy)ethan-1-amine